BrC1=CC=C(C=C1)NNC(=O)C=1C(=NN(C1)C=1SC=CN1)C(C)C N'-(4-bromophenyl)-3-isopropyl-1-(thiazol-2-yl)-1H-pyrazole-4-carbohydrazide